C1(CC1)C1=C(C=C(C=C1)C(NC(=O)C1N(CC(C1)F)C(CN(C1=NC(=NC=C1)C)C)=O)C1=CC=CC=C1)F N-[(4-cyclopropyl-3-fluorophenyl)(phenyl)methyl]-4-fluoro-1-{2-[methyl(2-methylpyrimidin-4-yl)amino]acetyl}pyrrolidine-2-carboxamide